FC1=C(C=CC(=C1F)OC)C1=CN=C(N1C)C(=O)NC1=CC(=C(C=C1)C(=O)N1CCN(CC1)C(=O)[C@H]1[C@H](CNCC1)O)C 5-(2,3-difluoro-4-methoxy-phenyl)-N-[4-[4-[(3R,4R)-3-hydroxypiperidine-4-carbonyl]piperazine-1-carbonyl]-3-methyl-phenyl]-1-methyl-imidazole-2-carboxamide